NC1=NC=CC(=C1C#CC(N1CCNCC1)=O)OC1=C(C=C(C=C1)NC(=O)C=1C(N(C=CC1OCC)C1=CC=C(C=C1)F)=O)F N-(4-(2-Amino-3-(3-oxo-3-(piperazin-1-yl)prop-1-ynyl)pyridin-4-yloxy)3-fluorophenyl)-4-ethoxy-1-(4-fluorophenyl)-2-oxo-1,2-dihydropyridine-3-carboxamide